OC1=C(C=CC(=C1)OCC(CCCC)CC)C1=NC(=NC(=N1)C1=C(C=C(C=C1)OCC(CCCC)CC)O)C1=CC=C(C=C1)OC 2,4-bis[2-hydroxy-4-(2-ethylhexyloxy)phenyl]-6-(4-methoxyphenyl)-1,3,5-triazine